1,4-bis(4-(benzo[b]thiophen-4-yl)piperazin-1-yl)butane S1C2=C(C=C1)C(=CC=C2)N2CCN(CC2)CCCCN2CCN(CC2)C2=CC=CC=1SC=CC12